CO[Si](OC)(OC)OC.[Si] silicon tetramethylorthosilicate